C1(=CC=CC=C1)S(=O)(=O)ON=C(C#N)C=1SC=CC1 α-(benzenesulfonyloxyimino)-thien-2-ylacetonitrile